(E)-3-(1-hydroxycyclohexyl)prop-2-ene-1,1-diyl diacetate C(C)(=O)OC(\C=C\C1(CCCCC1)O)OC(C)=O